CN(CCN(C(C1=C(C=C(C=C1)NC=1C=2N(C=CN1)C(=CN2)C2=CC=C(C=C2)OC)C)=O)C)C N-[2-(dimethylamino)ethyl]-4-[[3-(4-methoxyphenyl)imidazo[1,2-a]pyrazin-8-yl]amino]-N,2-dimethyl-benzamide